7-Bromo-5-chloro-3H-benzotriazole-4-carboxylic acid methyl ester COC(=O)C1=C(C=C(C=2N=NNC21)Br)Cl